5-(fluoromethyl)-6,7-dihydro-5H-pyrrolo[2,1-c][1,2,4]triazole FCC1CCC2=NN=CN21